C(C)(C)(C)OC(=O)N1C\C(\CC1)=C/F (Z)-3-(Fluoromethylidene)pyrrolidine-1-carboxylic acid tert-butyl ester